CC1=C(C=CC=C1N1[Se]C2=C(C1=O)C=C(C=C2)OCC(=O)O)C2=CC=CC=C2 ({2-[2-methyl-(1,1'-biphenyl)-3-yl]-3-oxo-2,3-dihydrobenzo[1,2-d]isoselenazole-5-yl}oxy)acetic acid